FC=1C=C(COC=2C=C3N(C(N2)=O)CC24N3CC(C2)C4)C=C(C1F)F ((3,4,5-trifluorobenzyl)oxy)-7,8-dihydro-1H,6H,9H-7,8a-methanopyrrolo[1',2':3,4]imidazo[1,2-c]pyrimidin-1-one